ClC1=CC(=C(CN(C2(CCN(CC2)C(=O)N2N=C(C=C2)C(=O)O)C)C)C=C1)N1CCCC1 1-(4-((4-chloro-2-(pyrrolidin-1-yl)benzyl)(methyl)amino)-4-methylpiperidine-1-carbonyl)-1H-pyrazole-3-carboxylic acid